CC12CCCCC2(N(C2=CC=CC=C12)C1=CC=CC=C1)C 4a,9a-dimethyl-9-phenyl-1,2,3,4-tetrahydrocarbazole